O-(4-formyl-3-methoxy-phenyl) N,N-dimethylcarbamothioate CN(C(OC1=CC(=C(C=C1)C=O)OC)=S)C